(2R*,5'S*)-N-(2,4-dichloro-benzyl)-5'-fluoro-6',7'-dihydro-5'H-spiro[oxirane-2,8'-quinoline]-5'-carboxamide ClC1=C(CNC(=O)[C@]2(C=3C=CC=NC3[C@@]3(CC2)OC3)F)C=CC(=C1)Cl |o1:7,14|